2,3-dimethylbuta-1,3-diene CC(=C)C(=C)C